ClC1=CC=C(C(=O)N[C@@H](C)C2=NC(=NO2)C2=CC(=NC=C2)C2CC2)C=C1 (S)-4-chloro-N-(1-(3-(2-cyclopropylpyridin-4-yl)-1,2,4-oxadiazol-5-yl)ethyl)benzamide